6-[(2S)-2-aminopropyl]-2-chloro-7-methyl-N-[(1,3-oxazol-4-yl)methyl]thieno[3,2-d]pyrimidin-4-amine N[C@H](CC1=C(C=2N=C(N=C(C2S1)NCC=1N=COC1)Cl)C)C